C(C)[NH2+]CCO n-ethyl-hydroxyethyl-ammonium